fumaric acid dibehenyl ester C(CCCCCCCCCCCCCCCCCCCCC)OC(\C=C\C(=O)OCCCCCCCCCCCCCCCCCCCCCC)=O